FC(C)(F)C1=NC(=CC(=N1)NC1=CC(=NC=C1OCC=1N=COC1)NC(C)=O)C N-(4-((2-(1,1-difluoroethyl)-6-methylpyrimidin-4-yl)amino)-5-(oxazol-4-ylmethoxy)pyridin-2-yl)acetamide